OCC(C)[C@H]1[C@@H](C[C@@H](CC1)C)O |r| (1RS,2SR,5RS)-2-(1-hydroxypropan-2-yl)-5-methylcyclohexan-1-ol